C(C)C1=NC=CC(=C1)C1=CC(=C(C(=O)N2CCC(CC2)CN2CCN(CC2)CC(=O)N2CCN(CC2)C(=O)C=2C=C(C=CC2F)CC2=NNC(C3=CC=CC=C23)=O)C(=C1)F)F 4-[[3-[4-[2-[4-[[1-[4-(2-ethyl-4-pyridyl)-2,6-difluoro-benzoyl]-4-piperidyl]methyl]piperazin-1-yl]acetyl]piperazine-1-carbonyl]-4-fluoro-phenyl]methyl]-2H-phthalazin-1-one